C1NCC12CC(C2)C=2N(C(=C(N2)C2=C1C=NNC1=CC=C2C)C=2C=C1C=NN(C1=CC2)C)C 4-[2-(2-azaspiro[3.3]heptan-6-yl)-1-methyl-5-(1-methylindazol-5-yl)imidazol-4-yl]-5-methyl-1H-indazole